COC=1C=C(C=CC1OC)C=1N=C2N(CC1)C=C(C=C2)C2=CCC(CC2)NC 2-(3,4-dimethoxyphenyl)-7-[4-(methylamino)cyclohex-1-en-1-yl]-4H-pyrido[1,2-a]pyrimidin